1-((7-((R)-6-chloro-2-methyl-1-((R)-pyrrolidin-3-yl)-1,2,3,4-tetrahydroquinolin-8-yl)thieno[3,2-b]pyridin-2-yl)methyl)pyrrolidine-2,5-dione ClC=1C=C2CC[C@H](N(C2=C(C1)C1=C2C(=NC=C1)C=C(S2)CN2C(CCC2=O)=O)[C@H]2CNCC2)C